aspartylamine N[C@@H](CC(=O)O)C(=O)N